ClC=1C=C(C=CC1Cl)C(F)(F)F 3,4-dichlorobenzotrifluoride